3,5-diamino-6-(3,5-dimethoxyphenyl)-1,2,4-triazine NC=1N=NC(=C(N1)N)C1=CC(=CC(=C1)OC)OC